N[C@H]1C2N(CC1CC2)C(=O)C2=CC1=C(N(C(=N1)C=1N(C3=CC(=CC=C3C1)C(C)O)CC1CC1)CC1CN(C1)C(C1=CC=CC=C1)=O)C(=C2)OC 1-(2-{5-[(7R)-7-amino-2-azabicyclo[2.2.1]heptane-2-carbonyl]-1-[(1-benzoylazetidin-3-yl)methyl]-7-methoxy-1H-1,3-benzodiazol-2-yl}-1-(cyclopropylmethyl)-1H-indol-6-yl)ethan-1-ol